FC1=C(OC2C[C@@H]3[C@@H](CN(C3)C[C@@H](C=3C=C4C=NNC4=CC3)O)C2)C=CC(=C1)F (3ar,5R,6as)-5-(2,4-difluorophenoxy)-2-((R)-2-hydroxy-2-(1H-indazol-5-yl)ethyl)hexahydrocyclopenta[c]pyrrol